2-(2-hydroxypropan-2-yl)-5-morpholinothiazole-4-carboxylic acid ethyl ester C(C)OC(=O)C=1N=C(SC1N1CCOCC1)C(C)(C)O